4-((4-hydroxy-4-methylcyclohexyl)methoxy)-3-nitrobenzenesulfonamide OC1(CCC(CC1)COC1=C(C=C(C=C1)S(=O)(=O)N)[N+](=O)[O-])C